(R)-5-(azetidin-3-yloxy)-N-(1-(benzo[b]thiophen-3-yl)ethyl)-2-methylbenzamide N1CC(C1)OC=1C=CC(=C(C(=O)N[C@H](C)C=2C3=C(SC2)C=CC=C3)C1)C